FC(C1=C(C=CC(=C1)C(F)(F)F)[C@H](C)N1N=CC(=C1)NC(=O)C1=CN=C(O1)C1=NC=CC=C1)(F)F (S)-N-(1-(1-(2,4-bis(trifluoromethyl)phenyl)-ethyl)-1H-pyrazol-4-yl)-2-(pyridin-2-yl)oxazole-5-carboxamide